CC1N(CCC(C1)O)CC methyl-1-1-ethylpiperidin-4-ol